4-methyl-2,4-bis(4-aminophenyl)-2-pentene CC(C=C(C)C1=CC=C(C=C1)N)(C)C1=CC=C(C=C1)N